C(C)(=O)C=1C=C(C=C2C(N(C(=NC12)C1=NC=C(C=N1)C)C)=O)C 8-acetyl-3-methyl-6-methyl-2-(5-methyl-2-pyrimidinyl)-4(3H)-quinazolinone